7,7'-[[1,1'-binaphthalene]-2,2'-diylbis(oxy)]di(9H-fluorene-2-carboxylic acid) C1(=C(C=CC2=CC=CC=C12)OC1=CC=C2C=3C=CC(=CC3CC2=C1)C(=O)O)C1=C(C=CC2=CC=CC=C12)OC1=CC=C2C=3C=CC(=CC3CC2=C1)C(=O)O